C1(CCCC1)C=1SC(=CN1)C1=NC(=NC=C1C(F)(F)F)NC1CCN(CC1)S(=O)(=O)C 4-(2-Cyclopentyl-1,3-thiazol-5-yl)-N-(1-methylsulfonylpiperidin-4-yl)-5-(trifluoromethyl)pyrimidin-2-amine